[Os+6].[K+] potassium osmium (VI)